4-((3,4-difluorophenyl)thio)-1H-1,2,3-triazole FC=1C=C(C=CC1F)SC=1N=NNC1